NC1C(CC1=C)C(=O)O 2-AMINO-3-METHYLENE-CYCLOBUTANECARBOXYLIC ACID